FC(OC1=CC=C(C=N1)C1=NN(C(C=C1)=O)CC(=O)N[C@@H](C)C1=CC=NN1C)F (S)-2-(3-(6-(difluoromethoxy)pyridin-3-yl)-6-oxopyridazin-1(6H)-yl)-N-(1-(1-methyl-1H-pyrazol-5-yl)ethyl)acetamide